4-[(4-nitrophenyl)azo]-benzene [N+](=O)([O-])C1=CC=C(C=C1)N=NC1=CC=CC=C1